(2S,4R)-4-fluoro-1-(2-oxo-1,2,3,4-tetrahydroquinoline-7-carbonyl)-N-[(S)-phenyl[4-(propan-2-yl)phenyl]methyl]pyrrolidine-2-carboxamide F[C@@H]1C[C@H](N(C1)C(=O)C1=CC=C2CCC(NC2=C1)=O)C(=O)N[C@H](C1=CC=C(C=C1)C(C)C)C1=CC=CC=C1